(2Z,4E,6E,8E)-9-(3-(1H-imidazol-1-yl)-2,6,6-trimethylcyclohex-1-en-1-yl)-N-benzyl-3,7-dimethylnona-2,4,6,8-tetraenamide N1(C=NC=C1)C1C(=C(C(CC1)(C)C)/C=C/C(=C/C=C/C(=C\C(=O)NCC1=CC=CC=C1)/C)/C)C